(2R,4S)-1-[(2R)-7-chloro-1,2,3,4-tetrahydronaphthalen-2-yl]-4-{[4-(3-methanesulfonylpropanesulfonyl)phenoxy]methyl}-2-methylpyrrolidine ClC1=CC=C2CC[C@H](CC2=C1)N1[C@@H](C[C@@H](C1)COC1=CC=C(C=C1)S(=O)(=O)CCCS(=O)(=O)C)C